7-(3-(3-Chloro-4-(methylsulfonyl)phenyl)-1H-pyrazolo[3,4-b]pyridin-5-yl)-3-cyclopentyl-2,3,4,5-tetrahydro-1H-benzo[d]azepine ClC=1C=C(C=CC1S(=O)(=O)C)C1=NNC2=NC=C(C=C21)C2=CC1=C(CCN(CC1)C1CCCC1)C=C2